Cl.C[C@H]1CN(CCN1)C(=O)OCC1=CC=CC=C1 benzyl (3S)-3-methylpiperazine-1-carboxylate hydrochloride